glutaraldehyde (glutarate) C(CCCC(=O)O)(=O)O.C(CCCC=O)=O